5-(4-(((1r,3r,6s)-7,7-difluoro-1-methyl-2,5-dioxabicyclo[4.1.0]hept-3-yl)methoxy)phenyl)-2-oxo-6-(trifluoromethyl)-1,2-dihydropyridine-3-carboxamide FC1([C@H]2OC[C@@H](O[C@@]12C)COC1=CC=C(C=C1)C=1C=C(C(NC1C(F)(F)F)=O)C(=O)N)F